3-[1-(prop-2-enoyl)-2,3-dihydroindol-6-yl]-1H-indazole-6-carbonitrile C(C=C)(=O)N1CCC2=CC=C(C=C12)C1=NNC2=CC(=CC=C12)C#N